C(=CC)N1[C@@H](C[C@@H](C1)C#N)COC=1C(=NC=NC1N)C=1C(=C(C=C(C1)F)NC(C1=C(C=C(C=C1)C1CC1)F)=O)C N-(3-(5-(((2S,4S)-1-propenyl-4-cyanopyrrolidin-2-yl)methoxy)-6-aminopyrimidin-4-yl)-5-fluoro-2-methylphenyl)-4-cyclopropyl-2-fluorobenzamide